ClC1=NC(=CC=C1C(=O)NS(=O)(=O)C1=NN(C=C1)CCC1CNC(C1)(C)C)N1N=C(C=C1)OCCCC1(CC1)C(F)(F)F 2-chloro-N-({1-[2-(5,5-dimethylpyrrolidin-3-yl)ethyl]-1H-pyrazol-3-yl}sulfonyl)-6-(3-{3-[1-(trifluoromethyl)cyclopropyl]propoxy}-1H-pyrazol-1-yl)pyridine-3-carboxamide